FC=1C=C(C=C(C1[N+](=O)[O-])F)CO (3,5-difluoro-4-nitrophenyl)methanol